tert-butyl ((1S,3S)-3-(hydroxymethyl)cyclopentyl)carbamate OC[C@@H]1C[C@H](CC1)NC(OC(C)(C)C)=O